tert-Butyl 4-(6,7-dihydro-5H-pyrrolo[3,4-b]pyridine-6-carbonyl)phenethylcarbamate N1=C2C(=CC=C1)CN(C2)C(=O)C2=CC=C(CCNC(OC(C)(C)C)=O)C=C2